C(CC)C1=CC=C(C2=CC=C(C2=C1)C)C 7-n-Propyl-1,4-dimethylazulen